CC(=CCC/C(=C/CC/C(=C/CC/C=C(\C)/CC/C=C(\C)/CCC1C(O1)(C)C)/C)/C)C Oxidosqualene